OC(CC1=C(C(=O)O)C=CC(=C1)O)C 2,4-dihydroxypropyl-benzoic acid